zinc cis-vaccenate C(CCCCCCCCC\C=C/CCCCCC)(=O)[O-].[Zn+2].C(CCCCCCCCC\C=C/CCCCCC)(=O)[O-]